FC([C@H]1N(C(OC1)=C=O)C=1N=C2C3=C(OCCCN2C1)C=C(C=C3)N[C@H](C(=O)N)C)F (S)-2-((2-((S)-4-(difluoromethyl)-2-carbonyloxazolidin-3-yl)-6,7-dihydro-5H-benzo[b]imidazo[2,1-d][1,5]oxazocin-10-yl)amino)propanamide